(2-(3-(hydroxymethyl)phenoxy)ethyl)-1H-indole-6-carboxylic acid OCC=1C=C(OCCN2C=CC3=CC=C(C=C23)C(=O)O)C=CC1